[Si](C)(C)(C(C)(C)C)OC[C@H]1N(S(OC1)(=O)=O)C(=O)OC(C)(C)C Tert-butyl (R)-4-(((tert-butyl dimethyl silyl)oxy)methyl)-1,2,3-oxathiazolidine-3-carboxylate 2,2-dioxide